BrC1=CC(=C(C(=O)O)C=C1)NC1=C(C=NC2=CC=C(C=C12)Cl)S(=O)(=O)N1CCOCC1 4-bromo-2-[(6-chloro-3-morpholinesulfonyl-4-quinolinyl)amino]benzoic acid